COC=1C=CC=C2C(=CNC12)C(C(=O)O)C 2-(7-methoxy-1H-indol-3-yl)propionic acid